COC(=S)OC=1C=NN(C1)C1=CC=C(C=C1)C methoxy-[1-(p-tolyl)pyrazol-4-yl]oxy-methanethione